7-chloro-1-hydroxy-3H-2,1-benzoxaborole-5-amine ClC1=CC(=CC=2COB(C21)O)N